CN(C=1C=C2C(N(C=3N(C2=CC1)C(NN3)=S)CCC3=CC=CC=C3)=O)C 7-(dimethylamino)-4-phenethyl-1-thioxo-2,4-dihydro-[1,2,4]triazolo[4,3-a]quinazolin-5(1H)-one